1-(4-((3-chloro-4-(pyridin-3-yloxy)phenyl)amino)-5,6-dihydropyrido[4',3':4,5]thieno[2,3-d]pyrimidin-7(8H)-yl)prop-2-en-1-one ClC=1C=C(C=CC1OC=1C=NC=CC1)NC=1C2=C(N=CN1)SC1=C2CCN(C1)C(C=C)=O